methyl (7S)-2-benzyl-3-[(3R,6S)-6-[[(tertbutyldimethylsilyl)oxy]methyl]oxan-3-yl]-7-methyl-3H,6H,7H,8H,9H-imidazo[4,5-f]quinoline-6-carboxylate C(C1=CC=CC=C1)C=1N(C=2C(=C3CC[C@@H](N(C3=CC2)C(=O)OC)C)N1)[C@H]1CO[C@@H](CC1)CO[Si](C)(C)C(C)(C)C